C(C)N(C1=NC=CC(=C1)C(=O)O)C 2-[ethyl-(methyl)amino]pyridine-4-carboxylic acid